2-Ethyl-2-butyldecanoic acid C(C)C(C(=O)O)(CCCCCCCC)CCCC